COC1=NC=CC2=C(C=CC=C12)N1N=CC(=C1C(F)(F)F)C(=O)N=NC1=CC(=NC=C1)C(F)(F)F (1-(1-methoxyisoquinolin-5-yl)-5-(trifluoromethyl)-1H-pyrazol-4-yl)((2-(trifluoromethyl)pyridin-4-yl)diazenyl)methanone